2-{[2-(4-phenylindolin-1-carbonyl)thiazol-5-yl]methyl}isoindolinone C1(=CC=CC=C1)C1=C2CCN(C2=CC=C1)C(=O)C=1SC(=CN1)CN1C(C2=CC=CC=C2C1)=O